O[Si](CCCCOP(O)(O)=O)(O)O 3-trihydroxysilylpropyl-methyl-phosphoric acid